C(\C=C\C1=CC=C(C=C1)O)(=O)OC\C=C\C1=CC(OC)=C(O)C(OC)=C1 sinapyl p-coumarate